ClC1=CC=C(C(=N1)C(=O)NS(=O)(=O)C)N[C@H](C)C=1C=C(C=C2C(N(C(=NC12)N1CCC(CC1)C=1C(N(C=CC1)C)=O)C)=O)C (R)-6-chloro-3-((1-(3,6-dimethyl-2-(4-(1-methyl-2-oxo-1,2-dihydropyridin-3-yl)piperidin-1-yl)-4-oxo-3,4-dihydroquinazolin-8-yl)ethyl)amino)-N-(methylsulfonyl)picolinamide